C(#N)C1=C(C=CC(=C1)C(=O)C1=CC=C2C(=CC=CN12)C1=CC2=C(N(C=N2)C)C=C1C)NC(\C=C\CNC1CCC(CC1)OC)=O (E)-N-(2-cyano-4-(8-(1,6-dimethyl-1H-benzo[d]imidazol-5-yl)indolizine-3-carbonyl)phenyl)-4-(((1r,4r)-4-methoxycyclohexyl)amino)but-2-enamide